CC1N(C(CC1)C)CC1=CC(=NC=C1)C=1C=C2CN(C(C2=CC1)=O)C1C(NC(CC1)=O)=O 3-(5-(4-((2,5-dimethylpyrrolidin-1-yl)methyl)pyridin-2-yl)-1-oxoisoindolin-2-yl)piperidine-2,6-dione